7-(5-chloro-2-imidazol-1-ylphenyl)-N-[(2,4-dimethoxyphenyl)methyl]cinnolin-4-amine ClC=1C=CC(=C(C1)C1=CC=C2C(=CN=NC2=C1)NCC1=C(C=C(C=C1)OC)OC)N1C=NC=C1